C(CC)(=O)OCC(=O)OC(C)C1=CCC(C1)(C)C 2-[1-(4,4-dimethyl-1-cyclopenten-1-yl)ethoxy]-2-oxoethyl propionate